C1(CCC1)OC1=CC=2N(C=C1C(=O)NC1=NC(=CC=C1)C(F)F)C=C(N2)C2CC2 7-Cyclobutoxy-2-cyclopropyl-N-(6-(difluoromethyl)pyridin-2-yl)imidazo[1,2-a]pyridine-6-carboxamide